dibenzyl 8,8'-((3-((tert-butoxycarbonyl)amino)propyl)azanediyl)bis(7-hydroxyoctanoate) C(C)(C)(C)OC(=O)NCCCN(CC(CCCCCC(=O)OCC1=CC=CC=C1)O)CC(CCCCCC(=O)OCC1=CC=CC=C1)O